N-[4-[[4-[1-[3-chloro-5-cyano-4-(2,2-dimethoxyethoxy)phenyl]-1-methyl-ethyl]phenoxy]methyl]pyrimidin-2-yl]methanesulfonamide ClC=1C=C(C=C(C1OCC(OC)OC)C#N)C(C)(C)C1=CC=C(OCC2=NC(=NC=C2)NS(=O)(=O)C)C=C1